6-(hydroxymethyl)-2H-1,2,4-triazine-3,5-dione OCC=1C(NC(NN1)=O)=O